3-amino-1-fluoro-cyclobutanecarboxylic acid methyl ester hydrochloride Cl.COC(=O)C1(CC(C1)N)F